tert-butyl-(2r,3s,7as)-3-(2-chloropyridin-3-yl)-2-(hydroxymethyl)tetrahydro-1H-pyrrolizine C(C)(C)(C)C1[C@H]([C@H](N2CCC=C12)C=1C(=NC=CC1)Cl)CO